(3,5-dichloropyridin-2-yl)oxyphenol ClC=1C(=NC=C(C1)Cl)OC1=C(C=CC=C1)O